N-[[5-[5-(difluoromethyl)-1,3,4-oxadiazol-2-yl]pyrazin-2-yl]methyl]-N-(3-fluorophenyl)-1-imino-1-oxo-1,4-thiazinan-4-carboxamide FC(C1=NN=C(O1)C=1N=CC(=NC1)CN(C(=O)N1CCS(CC1)(=O)=N)C1=CC(=CC=C1)F)F